5-(3-hydroxy-3-methylbut-1-yn-1-yl)-2-methoxybenzoic acid methyl ester COC(C1=C(C=CC(=C1)C#CC(C)(C)O)OC)=O